2-hexenoyl-CoA C(C=CCCC)(=O)SCCNC(CCNC([C@@H](C(COP(OP(OC[C@@H]1[C@H]([C@H]([C@@H](O1)N1C=NC=2C(N)=NC=NC12)O)OP(=O)(O)O)(=O)O)(=O)O)(C)C)O)=O)=O